(E)-2-(4-(2-(5-Cyclopropyl-3-(3,5-dichloropyridin-4-yl)isoxazol-4-yl)vinyl)bicyclo[2.2.2]octan-1-yl)-5-(trifluoromethyl)benzo[d]thiazol C1(CC1)C1=C(C(=NO1)C1=C(C=NC=C1Cl)Cl)/C=C/C12CCC(CC1)(CC2)C=2SC1=C(N2)C=C(C=C1)C(F)(F)F